N2-(4-chlorobenzyl)-N3-cycloheptylquinoxaline-2,3-diamine ClC1=CC=C(CNC2=NC3=CC=CC=C3N=C2NC2CCCCCC2)C=C1